1,3-dicyclohexyl-1H-pyrazole-5-carbonyl chloride C1(CCCCC1)N1N=C(C=C1C(=O)Cl)C1CCCCC1